ethyl 3-((3R,4S)-4-acetyl-1-benzylpyrrolidin-3-yl)-4-methylbenzoate C(C)(=O)[C@H]1[C@@H](CN(C1)CC1=CC=CC=C1)C=1C=C(C(=O)OCC)C=CC1C